ClC1=C(C=C(C=C1)C(CC(C(=O)OC)C(=O)OC)=O)C Dimethyl [2-(4-chloro-3-methylphenyl)-2-oxoethyl]propanedioate